N-methoxypiperidine-4-Imine trifluoroacetate FC(C(=O)O)(F)F.CON=C1CCNCC1